Nonanoic acid, ethyl ester C(CCCCCCCC)(=O)OCC